FC=1C=C2C(=NC(=NC2=C(C1C=1C=C(C=C2C=CN=C(C12)C#C[Si](C(C)C)(C(C)C)C(C)C)O)F)OC[C@]12CCCN2C[C@@H](C1)F)O 6,8-difluoro-2-(((2R,7aS)-2-fluorotetrahydro-1H-pyrrolizine-7a(5H)-yl)methoxy)-7-(6-hydroxy-1-((triisopropylsilyl)ethynyl)isoquinolin-8-yl)quinazolin-4-ol